ClC=1C=C2C(C(=C(OC2=CC1)C(=O)NCCCN(C)C)C(C1=CC(=C(C=C1)Cl)Cl)=O)=O 6-chloro-3-(3,4-dichlorobenzoyl)-N-(3-(dimethylamino)propyl)-4-oxo-4H-chromene-2-carboxamide